N=1NN=NC1C=1C=CC=CC1 3-(2H-tetrazol-5-yl)benzene